(7S)-7-({[2-Chloro-4-(3-methyl-1H-1,2,4-triazol-1-yl)phenyl]carbonyl}amino)-2-methyl-7-phenyl-6,7,8,9-tetrahydropyrido[1,2-a]indol ClC1=C(C=CC(=C1)N1N=C(N=C1)C)C(=O)N[C@@]1(CCC=2N(C3=CC=C(C=C3C2)C)C1)C1=CC=CC=C1